C12(CC3CC(CC(C1)C3)C2)C(=O)OCC(S(=O)(=O)[O-])(F)F.C(C)[NH+](CC)CC triethylammonium 2-(adamantane-1-carbonyloxy)-1,1-difluoroethanesulfonate